[Na].C(CCC)C1=CC=CC2=CC=CC=C12 butylnaphthalene sodium